N-((2S)-4-(3-((2,6-Dioxopiperidin-3-yl)amino)phenyl)but-3-yn-2-yl)-5-(8-(7-ethyl-1,3-dimethyl-2-oxo-1,2-dihydroquinolin-5-yl)isoquinolin-3-yl)picolinamide O=C1NC(CCC1NC=1C=C(C=CC1)C#C[C@H](C)NC(C1=NC=C(C=C1)C=1N=CC2=C(C=CC=C2C1)C1=C2C=C(C(N(C2=CC(=C1)CC)C)=O)C)=O)=O